ClC=1C(=NC(=NC1)NC1CCOCC1)C1=CC=C2CN(C(C2=C1)=O)[C@@H](C(=O)N[C@H]([C@H](C)O)C1=NC=C(C=C1)F)C (2R)-2-(6-{5-chloro-2-[(oxan-4-yl)amino]pyrimidin-4-yl}-1-oxo-2,3-dihydro-1H-isoindol-2-yl)-N-[(1S,2S)-1-(5-fluoropyridin-2-yl)-2-hydroxypropyl]propanamide